1-methyl-N-(2-(2-(trifluoromethyl)phenyl)-1H-pyrrolo[2,3-b]pyridin-6-yl)-1H-1,2,4-triazole-5-carboxamide CN1N=CN=C1C(=O)NC1=CC=C2C(=N1)NC(=C2)C2=C(C=CC=C2)C(F)(F)F